FC=1C=C(OC=2N=CC(=NC2)N2CCC3([C@@H](C=4N(N=CC4)C3)N)CC2)C=CC1 (S)-1-(5-(3-fluorophenoxy)pyrazin-2-yl)-4'H,6'H-spiro[piperidine-4,5'-pyrrolo[1,2-b]pyrazol]-4'-amine